(R)-1-ethyl-4-((6-(2-hydroxy-6-methyl-4-(trifluoromethyl)phenyl)-3-(2-hydroxypropan-2-yl)-2H-pyrazolo[3,4-b]pyridin-2-yl)methyl)pyrrolidin-2-one C(C)N1C(C[C@H](C1)CN1N=C2N=C(C=CC2=C1C(C)(C)O)C1=C(C=C(C=C1C)C(F)(F)F)O)=O